COC(=O)C1=NC=C2C(=N1)N(N=C2)C2=CC=CC=C2 1-phenyl-1H-pyrazolo[3,4-d]pyrimidine-6-carboxylic acid methyl ester